C[C@H]1[C@@H]([C@H]1C=1N=CN(C1)C)C(=O)O (1S,2R,3S)-2-methyl-3-(1-methyl-1H-imidazol-4-yl)cyclopropane-1-carboxylic acid